O1CCOC12NCCC2 1,4-dioxa-6-azaspiro[4.4]nonane